[Si].[Ni].[W] tungsten-nickel silicon